C=CC1=CC=C(C=C1)OS(=O)(=O)O The molecule is an aryl sulfate that is 4-hydroxystyrene in which the hydroxy group has been replaced by a sulfooxy group. It has a role as a human xenobiotic metabolite. It is an aryl sulfate and a member of styrenes. It derives from a 4-hydroxystyrene. It is a conjugate acid of a 4-vinylphenol sulfate(1-).